4-Oxo-6-((1R,2R)-2-(pyrimidin-5-yl)cyclobutyl)-1-((R)-1-(6-(trifluoromethyl)pyridin-3-yl)ethyl)-4,5-dihydro-1H-pyrazolo[3,4-d]pyrimidin-3-carbonitril O=C1C2=C(N=C(N1)[C@H]1[C@@H](CC1)C=1C=NC=NC1)N(N=C2C#N)[C@H](C)C=2C=NC(=CC2)C(F)(F)F